(1-Methyl-4-(tributylstannyl)-1H-imidazol-2-yl)propan-2-ol CN1C(=NC(=C1)[Sn](CCCC)(CCCC)CCCC)CC(C)O